ethyl 3-((2-methyl-4-oxopentan-2-yl)thio)propanoate CC(C)(CC(C)=O)SCCC(=O)OCC